N1=C(C=CC=C1)CCN(CC1=NC=CC=C1)CC1=NC=CC=C1 2-(pyridin-2-yl)-N,N-bis(pyridin-2-ylmethyl)ethan-1-amine